2-acetamido-2-deoxy-α-D-glucuronic acid C(C)(=O)N[C@H]1[C@@H](O)O[C@@H]([C@H]([C@@H]1O)O)C(=O)O